hexadecyl-benzene sodium [Na].C(CCCCCCCCCCCCCCC)C1=CC=CC=C1